NC1=NC=C(C2=C1C(=C(S2)C2=C(C=C(C=C2)NC(C(=C)C)=O)C)C2=CC(=C(C=C2)OC2=NC=CC=N2)F)C=2C=NN(C2)C N-(4-(4-amino-3-(3-fluoro-4-(pyrimidin-2-yloxy)phenyl)-7-(1-methyl-1H-pyrazol-4-yl)thieno[3,2-c]pyridin-2-yl)-3-methylphenyl)methacrylamide